7-(3-amino-8-ethynyl-7-fluoronaphthalen-1-yl)-8-fluoro-N-((1S,2S)-2-fluorocyclopropyl)-N-methyl-2-((2-methylenetetrahydro-1H-pyrrolizin-7a(5H)-yl)methoxy)pyrido[4,3-d]pyrimidin-4-amine NC=1C=C(C2=C(C(=CC=C2C1)F)C#C)C1=C(C=2N=C(N=C(C2C=N1)N(C)[C@@H]1[C@H](C1)F)OCC12CCCN2CC(C1)=C)F